4,4'-methylene-bis(N-(sec-butyl)-cyclohexylamine) C(C1CCC(CC1)NC(C)CC)C1CCC(CC1)NC(C)CC